3-pyridineboronic acid 1,3-propanediol ester B1(OCCCO1)C2=CN=CC=C2